4-[4-(4-Methoxyphenyl)piperidin-1-yl]-1-methyl-2-oxo-7-phenyl-1,2-dihydro-quinoline-3-carbonitrile COC1=CC=C(C=C1)C1CCN(CC1)C1=C(C(N(C2=CC(=CC=C12)C1=CC=CC=C1)C)=O)C#N